N-(4-Chlorobenzyl)-1-methyl-7-oxo-6-((1-((2,2,5-trimethyl-1,3-dioxan-5-yl)sulfonyl)cyclopropyl)methyl)-4,5,6,7-tetrahydro-1H-pyrazolo[3,4-c]pyridine-3-carboxamide ClC1=CC=C(CNC(=O)C2=NN(C=3C(N(CCC32)CC3(CC3)S(=O)(=O)C3(COC(OC3)(C)C)C)=O)C)C=C1